C(C)(=O)OCCCCCC ACETIC ACID, hexyl ester